N-[8-{(5-Chloropyrimidin-2-yl)oxy}chroman-3-yl]acrylamide ClC=1C=NC(=NC1)OC=1C=CC=C2CC(COC12)NC(C=C)=O